4-aminopyridine-3-carboxylic acid NC1=C(C=NC=C1)C(=O)O